Cl.Cl.CC=1SC(=CN1)C=1C=C(C=NC1)O 5-(2-methyl-1,3-thiazol-5-yl)pyridin-3-ol dihydrochloride